diazine formate C(=O)O.N1=NC=CC=C1